C(CCC)[N-]CCCCCCCCCCCCCC butyl-n-tetradecyl-amide